β-methyl-α-methylene-γ-butyrolactone CC1C(C(=O)OC1)=C